CC=1C=C(C(=NC1)[C@@H]1CC(=NO1)O[C@H]1C[C@H](CC1)NS(=O)(=O)C)C1=C(C=C(C=C1F)F)F N-[(1S,3R)-3-({(5S)-5-[5-methyl-3-(2,4,6-trifluorophenyl)pyridin-2-yl]-4,5-dihydro-1,2-oxazol-3-yl}oxy)cyclopentyl]methanesulfonamide